(2S)-N-[(1S)-1-cyano-2-{4-[3-(cyclopropylmethyl)-2-oxo-2,3-dihydro-1,3-benzoxazol-5-yl]phenyl}ethyl]-1,4-oxazepan-2-carboxamide C(#N)[C@H](CC1=CC=C(C=C1)C=1C=CC2=C(N(C(O2)=O)CC2CC2)C1)NC(=O)[C@H]1OCCCNC1